Docosapentaenic acid C(C=CC=CC=CC=CC=CCCCCCCCCCCC)(=O)O